N-propyl-octahydrocarbazole tert-butyl-3-(3-bromophenyl)-2-(pyridin-3-yl)propionate C(C)(C)(C)OC(C(CC1=CC(=CC=C1)Br)C=1C=NC=CC1)=O.C(CC)N1C2=CCCCC2C2CCCCC12